(1R,3R)-3-isopropenyl-2,2-dimethylcyclobutane C(=C)(C)[C@@H]1C(CC1)(C)C